(R,2S)-N'-(((R)-2,8-difluoro-1,2,3,5,6,7-hexahydro-s-indacen-4-yl)carbamoyl)-2-methyl-2,3-dihydropyrazolo[5,1-b]oxazole-7-sulfonimidamide F[C@H]1CC2=C(C=3CCCC3C(=C2C1)NC(=O)N=[S@](=O)(N)C=1C=NN2C1O[C@H](C2)C)F